2-(4-(5-(1H-pyrazol-4-yl)-1H-benzo[d]imidazol-1-yl)phenyl)-N-(3-cyclopropylisoxazol-5-yl)acetamide N1N=CC(=C1)C1=CC2=C(N(C=N2)C2=CC=C(C=C2)CC(=O)NC2=CC(=NO2)C2CC2)C=C1